1-((benzyloxy)carbonyl)-3-methylazetidine-3-carboxylic acid C(C1=CC=CC=C1)OC(=O)N1CC(C1)(C(=O)O)C